O-methyl-serine COC[C@H](N)C(=O)O